((4-((5-(4-(((4-nitrophenoxy)carbonyl)oxy)tetrahydrofuran-2-yl)pyrimidin-2-yl)amino)phenyl)sulfonyl)carbamate [N+](=O)([O-])C1=CC=C(OC(=O)OC2CC(OC2)C=2C=NC(=NC2)NC2=CC=C(C=C2)S(=O)(=O)NC([O-])=O)C=C1